(1R)-1-[5-(3-Methylcyclohexyl)-1,2,4-oxadiazol-3-yl]-6-azaspiro[2.5]octan-6-sulfonamid CC1CC(CCC1)C1=NC(=NO1)[C@@H]1CC12CCN(CC2)S(=O)(=O)N